F[C@@]12[C@@H](NC[C@@](CC1)(N2C(=O)OC(C)(C)C)F)C(=C)C tert-butyl (1R,2S,5S)-1,5-difluoro-2-(prop-1-en-2-yl)-3,8-diazabicyclo[3.2.1]octane-8-carboxylate